1-[2-[6-[3-(Difluoromethyl)-4-fluoro-phenyl]pyrazolo[4,3-b]pyridin-1-yl]acetyl]azetidine-3-carbonitrile FC(C=1C=C(C=CC1F)C=1C=C2C(=NC1)C=NN2CC(=O)N2CC(C2)C#N)F